1,4-diiodonaphthalene IC1=CC=C(C2=CC=CC=C12)I